3-hydroxy-5-nitro-4-trifluoromethylpyridine OC=1C=NC=C(C1C(F)(F)F)[N+](=O)[O-]